C1=CC=CC=2S(C3=CC=CC=C3NC12)(=O)=O 10H-phenothiazine-5,5-dioxide